7-bromo-4-aminopyrrolo[2,1-f][1,2,4]triazine BrC1=CC=C2C(=NC=NN21)N